6-(azetidin-3-yl)-2,4-dimethylnicotinic acid ethyl ester C(C)OC(C1=C(N=C(C=C1C)C1CNC1)C)=O